(2R,3R,4S,5S,6S)-2-((S)-1,2-diacetoxyethyl)-6-(phosphonooxy)tetrahydro-2H-pyran-3,4,5-triyl triacetate trimethylamine salt CN(C)C.C(C)(=O)O[C@@H]1[C@H](O[C@H]([C@H]([C@H]1OC(C)=O)OC(C)=O)OP(=O)(O)O)[C@H](COC(C)=O)OC(C)=O